2'-(4-(5-(difluoromethyl)-1,3,4-oxadiazole-2-yl)-2-fluorobenzyl)-1'H-spiro[cyclobutane-1,4'-isoquinoline]-1',3'(2'H)-dione FC(C1=NN=C(O1)C1=CC(=C(CN2C(C3=CC=CC=C3C3(C2=O)CCC3)=O)C=C1)F)F